4-(3-chloropropoxy)-3-methoxybenzoic acid methyl ester COC(C1=CC(=C(C=C1)OCCCCl)OC)=O